OCCN(C(C)C)CCO bis-(hydroxyethyl)-isopropyl-amine